4-[3,5-dimethoxy-4-[[4-[3-(4-piperidinylmethyl)-3-azaspiro[5.5]undecan-9-yl]piperazin-1-yl]methyl]phenyl]-2-methyl-2,7-naphthyridin-1-one COC=1C=C(C=C(C1CN1CCN(CC1)C1CCC2(CCN(CC2)CC2CCNCC2)CC1)OC)C1=CN(C(C2=CN=CC=C12)=O)C